OC(C)(C)C1=NC=C(C=N1)NC(O[C@@H](COC1=CC2=C(N=C(S2)C2=C3N=CC(=NC3=CC(=C2)C)OC)C=C1F)C)=O (R)-1-((5-fluoro-2-(2-methoxy-7-methylquinoxalin-5-yl)benzo[d]thiazol-6-yl)oxy)propan-2-yl (2-(2-hydroxypropan-2-yl)pyrimidin-5-yl)carbamate